6-{7-[(1r,2r,3s,5s)-2-fluoro-8-azabicyclo[3.2.1]oct-3-yl]-7H-pyrrolo[2,3-c]pyridazin-3-yl}-2-methyl-1,3-benzothiazol-5-ol F[C@@H]1[C@H]2CC[C@@H](C[C@@H]1N1C=CC3=C1N=NC(=C3)C3=CC1=C(N=C(S1)C)C=C3O)N2